FC(COC1=NC=NC2=CC=CC=C12)(F)F 4-(2,2,2-trifluoroethoxy)quinazoline